O[C@@H](CO)C=1C(=CC(=C2C=CC=NC12)C1=CC=C(C=C1)OC(F)(F)F)CNC(C=C)=O (R)-N-((8-(1,2-dihydroxyethyl)-5-(4-(trifluoromethoxy)phenyl)quinolin-7-yl)methyl)acrylamide